Cl.OC1[C@@H](N)[C@@H](O)[C@H](O)[C@H](O1)CO (D)-mannosamine hydrochloride